1-[4-(4-{[4-(trifluoromethyl)phenyl]amino}pyrimidin-2-yl)piperazin-1-yl]prop-2-en-1-one FC(C1=CC=C(C=C1)NC1=NC(=NC=C1)N1CCN(CC1)C(C=C)=O)(F)F